3-(benzyloxy)butyronitrile C(C1=CC=CC=C1)OC(CC#N)C